2-chloro-4-methylpentanoate ClC(C(=O)[O-])CC(C)C